tert-butyl N-(cyclopropanecarbonyl)-N-[5-ethylsulfonyl-6-[7-methyl-3-(1,1,2,2,2-pentafluoroethyl)imidazo[4,5-c]pyridazin-6-yl]-3-pyridyl]carbamate C1(CC1)C(=O)N(C(OC(C)(C)C)=O)C=1C=NC(=C(C1)S(=O)(=O)CC)C1=NC2=C(N=NC(=C2)C(C(F)(F)F)(F)F)N1C